C(CCCCCCCCCCC\C=C/CCCCCCCC)(=O)OCCCCCCC(OC(N(CCCN(C)C)CCCN(C)C)=O)CCCCCCOC(CCCCCCCCCCC\C=C/CCCCCCCC)=O 6-[3-(dimethylamino) propyl]-9-(6-{[(13Z)-1-oxodocos-13-enyl] oxy} hexyl)-2-methyl-7-oxo-2,6-diaza-8-oxapentadecan-15-yl (13Z)-docos-13-enoate